C(C=C)OC(=O)N1C=NC(=C1)C(C)C1=C(C(=CC=C1)C)C 4-[1-(2,3-dimethylphenyl)ethyl]-1H-imidazole-1-carboxylic acid prop-2-en-1-yl ester